7-[[2-(2,6-dioxo-3-piperidyl)-1,3-dioxo-isoindolin-4-yl]amino]heptanoic acid O=C1NC(CCC1N1C(C2=CC=CC(=C2C1=O)NCCCCCCC(=O)O)=O)=O